FC(OCCNC(=O)C=1C=NN2C1CN(CC2)C(=O)C=2NC1=CC=CC=C1C2)F N-[2-(difluoromethoxy)ethyl]-5-(1H-indole-2-carbonyl)-4H,5H,6H,7H-pyrazolo[1,5-a]pyrazine-3-carboxamide